N1=C(NC2=C1N=CC=N2)C(=O)O Pyrazinoimidazole-2-carboxylic acid